ClC=1C=C(CC2(OCCO2)C=2C(=NON2)N)C=CC1Cl 4-(2-(3,4-dichlorobenzyl)-1,3-dioxolan-2-yl)-1,2,5-oxadiazol-3-amine